ClCCC1OC1 2-chloroethyl-oxirane